N-(5-methoxy-4-((4-methoxy-6-(trifluoromethyl)pyrimidin-2-yl)amino)pyridin-2-yl)acetamide COC=1C(=CC(=NC1)NC(C)=O)NC1=NC(=CC(=N1)OC)C(F)(F)F